CC([O-])CC.CC([O-])CC.CC([O-])CC.[Al+3] aluminum (III) tri-sec-butoxide